(S)-5-(pyridin-2-yl)-2-(3-(5-(trifluoromethyl)pyridin-2-yloxy)pyrrolidin-1-yl)benzamide N1=C(C=CC=C1)C=1C=CC(=C(C(=O)N)C1)N1C[C@H](CC1)OC1=NC=C(C=C1)C(F)(F)F